1-(5-((2,6-dioxopiperidin-3-yl)oxy)pyridin-2-yl)piperidine-4-carbaldehyde O=C1NC(CCC1OC=1C=CC(=NC1)N1CCC(CC1)C=O)=O